CC1(OC2=C(O1)C=CC(=C2)C2C1=CC3=C(OC(O3)(C)C)C=C1C=C(C2C(=O)OC)C(=O)OC)C Dimethyl 5-(2,2-dimethylbenzo[d][1,3]dioxol-5-yl)-2,2-dimethyl-5,6-dihydronaphtho[2,3-d][1,3]dioxole-6,7-dicarboxylate